3-bromo-2-fluoro-N-hydroxybenzamide BrC=1C(=C(C(=O)NO)C=CC1)F